(2-azabicyclo[4.1.0]heptan-7-yl)-2-[1-(cyclopropylmethyl)-6-[difluoromethyl-(methylsulfonyl)amino]pyrrolo[2,3-b]pyridin-2-yl]-5-methoxy-3-methylimidazo[1,2-a]pyridine-7-carboxamide C12NCCCC2C1C=1C(=CC=2N(C1OC)C(=C(N2)C2=CC=1C(=NC(=CC1)N(S(=O)(=O)C)C(F)F)N2CC2CC2)C)C(=O)N